(5S,8S,10aR)-5-((tert-butoxycarbonyl)amino)-3-(methylcarbamoyl)-6-oxodecahydropyrrolo[1,2-a][1,5]diazocine-8-carboxylic acid C(C)(C)(C)OC(=O)N[C@H]1CN(CC[C@@H]2N(C1=O)[C@@H](CC2)C(=O)O)C(NC)=O